S1C(=NC2=C1C=CC=C2)C(=O)N2[C@H](C1=C(CC2)NC=N1)C1=NN2C(C(=CC=C2)C(F)F)=C1 (R)-benzo[d]thiazol-2-yl(4-(4-(difluoromethyl)pyrazolo[1,5-a]pyridin-2-yl)-1,4,6,7-tetrahydro-5H-imidazo[4,5-c]pyridin-5-yl)methanone